tris-hydroxymethyl-methylaminoethanesulfonate copper-silicon [Si+4].[Cu+2].OCC(C(S(=O)(=O)[O-])NC)(CO)CO.OCC(C(S(=O)(=O)[O-])NC)(CO)CO.OCC(C(S(=O)(=O)[O-])NC)(CO)CO.OCC(C(S(=O)(=O)[O-])NC)(CO)CO.OCC(C(S(=O)(=O)[O-])NC)(CO)CO.OCC(C(S(=O)(=O)[O-])NC)(CO)CO